1,4-dibromoperfluorobutane BrC(C(C(C(Br)(F)F)(F)F)(F)F)(F)F